7-(3,3-difluoro-4-(4-(5-(trifluoromethyl)pyrimidin-2-yl)piperazine-1-carbonyl)pyrrolidin-1-yl)-4-(trifluoromethyl)-2,5,6,7-tetrahydro-3H-cyclopenta[c]pyridazin-3-one FC1(CN(CC1C(=O)N1CCN(CC1)C1=NC=C(C=N1)C(F)(F)F)C1CCC=2C1=NNC(C2C(F)(F)F)=O)F